2-methoxy-5-methyl-4-(1-methyl-1,2,3,6-tetrahydropyridin-4-yl)aniline potassium(II) acetate C(C)(=O)[O-].[K+2].COC1=C(N)C=C(C(=C1)C=1CCN(CC1)C)C.C(C)(=O)[O-]